9-[1-[[6-chloro-2-(1-methylpyrazol-4-yl)-3-pyridyl]amino]ethyl]-3-(2-hydroxyethyl)-4,7-dimethyl-pyrazolo[3,4-c]isoquinolin-5-one ClC1=CC=C(C(=N1)C=1C=NN(C1)C)NC(C)C=1C=2C3=C(N(C(C2C=C(C1)C)=O)C)N(N=C3)CCO